C(C)(C)(C)OC(=O)O[C@@H]1[C@H]([C@H](N(C1)C(=O)OC(C)(C)C)CC1=CC=C(C=C1)C=1SC=C(C1)C#N)O tert-butyl (2R,3S,4S)-4-[(tert-butoxycarbonyl)oxy]-2-{[4-(4-cyanothiophene-2-yl)phenyl]methyl}-3-hydroxypyrrolidine-1-carboxylate